CN1C(COCC1)COC1=CC=C(C=C1)C=1C=C(C(NC1C(F)(F)F)=O)C(=O)N 5-(4-((4-Methylmorpholine-3-yl)methoxy)phenyl)-2-oxo-6-(trifluoromethyl)-1,2-dihydropyridin-3-carboxamide